C(C1=CC=C(C(C)C)C=C1)=CC(C=O)CCCCCCCCC cumalmethylnonyl-acetaldehyde